C1=C(C=CC2=CC(=CC=C12)C(=O)[O-])C(=O)[O-].[Li+].[Li+] lithium 2,6-naphthalenedicarboxylate